Cl.FC=1C(=NC(=NC1)C1=CNC2=NC=C(C=C21)F)N[C@@H]2CNCCC2 (S)-5-fluoro-2-(5-fluoro-1H-pyrrolo[2,3-b]pyridin-3-yl)-N-(piperidin-3-yl)pyrimidin-4-amine Hydrochloride Salt